4,8-dibromo-2,6-bis-(3-ethyl-heptyl)-benzo[1,2-d:4,5-d']Bisthiazole BrC1=C2C(N=C(S2)CCC(CCCC)CC)=C(C2=C1N=C(S2)CCC(CCCC)CC)Br